C(C)(=O)O[C@H]1C([C@H]2[C@H]([C@H]([C@H]3[C@@H]4CC[C@H]([C@@H](CCC)C)[C@]4(CC[C@@H]3[C@]2(CC1)C)C)O)CC)(F)F 3α-acetoxy-4,4-difluoro-6α-ethyl-7α-hydroxy-5β-cholan